triethylbenzylammonium chloride [Cl-].C(C)[N+](CC1=CC=CC=C1)(CC)CC